NC1=CC=C(C2=CC=C(C(=C12)O)N)O 4,6-diamino-5-hydroxy-1-naphthol